N-(2-{3-[(4-methanesulfonyl-2-methoxyphenyl)amino]prop-1-yn-1-yl}-3-(2,2,2-trifluoroethyl)imidazo[1,2-a]pyridin-8-yl)-1-methylpiperidin-4-amine CS(=O)(=O)C1=CC(=C(C=C1)NCC#CC=1N=C2N(C=CC=C2NC2CCN(CC2)C)C1CC(F)(F)F)OC